CSC(C#CC(C)C)=O 4-methyl-pent-2-ynethioic acid S-methyl ester